NC1CC(CN(C1)C(=O)OC(C)(C)C)(F)F tert-butyl 5-amino-3,3-difluoropiperidine-1-carboxylate